N1(CCCC1)CC1=CC=C(C=C1)CN1C=NC=2C(=NC=3C=CC=CC3C21)N 1-((4-((pyrrolidin-1-yl)methyl)phenyl)methyl)-1H-imidazo[4,5-c]Quinoline-4-amine